2'-chloro-5'-methoxy-6-methyl-N-{5-[1-methyl-3-(trifluoromethyl)-1H-pyrazole-5-carbonyl]-4H,5H,6H-pyrrolo[3,4-d][1,3]thiazol-2-yl}-[4,4'-bipyridine]-3-carboxamide ClC1=NC=C(C(=C1)C1=C(C=NC(=C1)C)C(=O)NC=1SC2=C(N1)CN(C2)C(=O)C2=CC(=NN2C)C(F)(F)F)OC